imidazo[1,2-a]pyridin-2-amine N=1C(=CN2C1C=CC=C2)N